1-(6-(3-methoxypropyl)-3-(1-methyl-1H-pyrrolo[2,3-b]pyridin-4-yl)pyrazin-2-yl)piperidine-4-carboxylic acid COCCCC1=CN=C(C(=N1)N1CCC(CC1)C(=O)O)C1=C2C(=NC=C1)N(C=C2)C